(S)-N-((S)-1-Amino-1-oxo-3-((S)-2-oxopyrrolidin-3-yl)propan-2-yl)-2-(3-(3,5-difluorophenyl)propan-amido)-4-methylpentanamide NC([C@H](C[C@H]1C(NCC1)=O)NC([C@H](CC(C)C)NC(CCC1=CC(=CC(=C1)F)F)=O)=O)=O